C(C)(=O)C1=CC=2C(=C3C=NN(C3=CC2)C(=O)OC(C)(C)C)S1 Tert-butyl 2-acetyl-6H-thieno[2,3-e]indazole-6-carboxylate